OCC1C(COC1)(O)C 4-(hydroxymethyl)-3-methyltetrahydrofuran-3-ol